The molecule is a C4-acylcarnitine that is the O-butanoyl derivative of carnitine. It has a role as a human metabolite. It is a C4-acylcarnitine and a butyrate ester. It derives from a butyric acid. CCCC(=O)OC(CC(=O)[O-])C[N+](C)(C)C